(Z)-non-6-en-1-yl 8-((6-((4,4-bis(((Z)-oct-5-en-1-yl)oxy)butanoyl)oxy)hexyl)(2-hydroxyethyl)amino)octanoate C(CCC\C=C/CC)OC(CCC(=O)OCCCCCCN(CCCCCCCC(=O)OCCCCC\C=C/CC)CCO)OCCCC\C=C/CC